methyl 8-fluoro-10,11-dihydrobenzo[6,7]oxepino[3,2-b]pyridine-10-carboxylate FC=1C=CC2=C(C(CC3=NC=CC=C3O2)C(=O)OC)C1